(S)-3-hydroxy-N,N-dimethyl-4-((2-((1-(1-methylcyclopentyl)but-3-yn-1-yl)amino)-3,4-dioxocyclobut-1-en-1-yl)amino)picolinamide OC=1C(=NC=CC1NC1=C(C(C1=O)=O)N[C@@H](CC#C)C1(CCCC1)C)C(=O)N(C)C